1-(5-(6-chloro-3-(1H-imidazol-1-yl)-5-methoxy-1-methyl-1H-pyrrolo[3,2-b]pyridin-2-yl)-4H-1,2,4-triazol-3-yl)-2-methoxy-N,N-dimethylethan-1-amine ClC=1C=C2C(=NC1OC)C(=C(N2C)C=2NC(=NN2)C(COC)N(C)C)N2C=NC=C2